C1(CC1)C1=NN(C=N1)C1CC2(CN(C2)C(=O)N2CC3(C2)CCN(CC3)S(=O)(=O)C32CC(C3)(C2)C(F)(F)F)C1 [6-(3-cyclopropyl-1,2,4-triazol-1-yl)-2-azaspiro[3.3]heptan-2-yl]-[7-[[3-(trifluoromethyl)-1-bicyclo[1.1.1]pentanyl]sulfonyl]-2,7-diazaspiro[3.5]nonan-2-yl]methanone